CS(=O)C=1C=C(C=CC1)C=1C(=O)NC(C1)=O 3-(methylsulfinyl)phenylmaleimide